FC(C1=C(C=C(C(=C1)C1=CC(=C(C=C1)N)OC(F)(F)F)C(F)(F)F)C1=CC(=C(C=C1)N)OC(F)(F)F)(F)F 2',5'-Bis-trifluoromethyl-3,3''-bis(trifluoromethoxy)-[1,1':4',1''-terphenyl]-4,4''-diamine